N-[3-chloro-4-(2,6-diazaspiro[3.3]heptane-2-carbonyl)phenyl]-5-(2,3-difluoro-4-methoxy-phenyl)-1-methyl-imidazole-2-carboxamide trifluoroacetate FC(C(=O)O)(F)F.ClC=1C=C(C=CC1C(=O)N1CC2(C1)CNC2)NC(=O)C=2N(C(=CN2)C2=C(C(=C(C=C2)OC)F)F)C